C(CC)N(S(=O)(=O)C1=CC=C(C=C1)S(=O)(=O)Cl)C1CCN(CC1)C(C(F)(F)F)=O 4-(N-propyl-N-(1-(2,2,2-trifluoroacetyl)piperidin-4-yl)sulfamoyl)benzenesulfonyl chloride